FC(F)(F)[N-]C(F)(F)F.[Li+] Lithium bis(trifluoromethyl)azanide